5-(4-Phenoxyphenyl)-7-((2r,5r)-2-(piperidin-4-yl)-1,3-dioxan-5-yl)-7H-pyrrolo[2,3-d]pyrimidin-4-amine O(C1=CC=CC=C1)C1=CC=C(C=C1)C1=CN(C=2N=CN=C(C21)N)C2COC(OC2)C2CCNCC2